C1=CC=CC=2C3=CC=CC=C3C(C12)COC(=O)NC1CN(CCOC1)C(=O)OC(C)(C)C tert-butyl 6-((((9H-fluoren-9-yl) methoxy) carbonyl) amino)-1,4-oxazepane-4-carboxylate